5,6-difluoro-2-benzofuran-1,3-dione FC1=CC2=C(C(OC2=O)=O)C=C1F